[Si](C)(C)(C(C)(C)C)OCC1=C(C(=CS1)C(=O)OC)OC methyl 5-(((tert-butyldimethylsilyl)oxy)methyl)-4-methoxythiophene-3-carboxylate